C[C@@]12CCCC([C@@H]2CC[C@@H]1[C@H](C)CCC[Si](C)(C)C)=O (1R,3aR,7aR)-7a-Methyl-1-[(R)-5-(trimethylsilyl)pentan-2-yl]octahydro-4H-inden-4-one